n-Decylbromid C(CCCCCCCCC)Br